methyl 5-fluoro-4-[1-methyl-4-(trifluoromethyl)imidazol-2-yl]-2-vinyl-benzoate FC=1C(=CC(=C(C(=O)OC)C1)C=C)C=1N(C=C(N1)C(F)(F)F)C